2-(((1R,3S)-3-(3H-imidazo[4,5-b]pyridin-3-yl)cyclohexyl)amino)-4-(5-formyl-1-methyl-1H-pyrazol-4-yl)pyrimidine-5-carbonitrile N1=CN(C2=NC=CC=C21)[C@@H]2C[C@@H](CCC2)NC2=NC=C(C(=N2)C=2C=NN(C2C=O)C)C#N